N1(CCOCC1)C=1C2=C(N=CN1)NC(=C2)C2=CC=C(C=C2)NC(C2=NC=CC=C2)=O N-(4-(4-morpholinyl-7H-pyrrolo[2,3-d]pyrimidin-6-yl)phenyl)picolinamide